NC=1C(=CC(=C(C1)NC=1N=CC2=C(N1)N(C(C(=C2)C2=CC=C(C=C2)OC)=O)C)OC)N(C)CCN(C)C 2-((5-amino-4-((2-(dimethylamino)ethyl)(methyl)amino)-2-methoxyphenyl)amino)-6-(4-methoxyphenyl)-8-methylpyrido[2,3-d]pyrimidin-7(8H)-one